N1(C=CC=2C1=NC=CC2)C=2C(N(C(C2)=O)CC2CCOCC2)=O 3-(1H-pyrrolo[2,3-b]pyridin-1-yl)-1-((tetrahydro-2H-pyran-4-yl)methyl)-1H-pyrrole-2,5-dione